ClC1=C2CCCC(C2=CC(=C1OCCCl)C#N)N(C(=O)C=1C=NN(C1)C1OCCCC1)C N-(5-chloro-6-(2-chloroethoxy)-7-cyano-1,2,3,4-tetrahydronaphthalen-1-yl)-N-methyl-1-(tetrahydro-2H-pyran-2-yl)-1H-pyrazole-4-carboxamide